5-phenylnaphtho[1,2-b]benzofuran-7-yl trifluoromethanesulfonate FC(S(=O)(=O)OC1=CC=CC2=C1C1=C(O2)C=2C=CC=CC2C(=C1)C1=CC=CC=C1)(F)F